Duridine CC1=CC(=C(C(=C1C)N)C)C